methyl 4-bromo-2-((1-(tetrahydro-2H-pyran-2-yl)-1H-indazol-5-yl)oxy)butanoate BrCCC(C(=O)OC)OC=1C=C2C=NN(C2=CC1)C1OCCCC1